ClC1=NC(=CC2=C1CC(C2)C(=O)OC)OCC2(CC2)NC(=O)OC(C)(C)C Methyl 1-chloro-3-[[1-[(2-methylpropan-2-yl)oxycarbonylamino]cyclopropyl]methoxy]-6,7-dihydro-5H-cyclopenta[c]pyridine-6-carboxylate